FC1=NC=CC(=C1)C1=CC(=CC=C1)OC 2-fluoro-4-(3-methoxyphenyl)pyridine